Tetraisopropoxysilan C(C)(C)O[Si](OC(C)C)(OC(C)C)OC(C)C